1-fluoro-2-isothiocyanato-5-methyl-4-[(2,2,2-trifluoroethyl)sulfanyl]benzene FC1=C(C=C(C(=C1)C)SCC(F)(F)F)N=C=S